The molecule is a member of the class of dioxolanes that is 1,3-dioxolane substituted at position 2 by a 6-heptynyl group. It is a dioxolane, a cyclic acetal and a terminal acetylenic compound. It derives from a hydride of a 1,3-dioxolane. C#CCCCCCC1OCCO1